(R)-N-(2-(3-Hydroxy-3-methylbutyl)-5-(3-hydroxypyrrolidin-1-yl)-1-methyl-1H-benzo[d]imidazol-6-yl)-6-(Trifluoromethyl)picolinamide OC(CCC1=NC2=C(N1C)C=C(C(=C2)N2C[C@@H](CC2)O)NC(C2=NC(=CC=C2)C(F)(F)F)=O)(C)C